(R)-N-(4-(5-chloro-7-cyano-2-(4-methoxybenzyl)-4-(2-methylpyrrolidin-1-yl)-2H-indazol-6-yl)benzyl)-5-fluoro-2-methoxybenzamide ClC1=C(C2=CN(N=C2C(=C1C1=CC=C(CNC(C2=C(C=CC(=C2)F)OC)=O)C=C1)C#N)CC1=CC=C(C=C1)OC)N1[C@@H](CCC1)C